(2R,4S)-4-([1,1'-biphenyl]-3-ylmethyl)-2-(((S)-1-(((6-amino-2-methylpyridin-3-yl)methyl)amino)-1-oxopropan-2-yl)carbamoyl)pyrrolidine-1-carboxylic acid tert-butyl ester C(C)(C)(C)OC(=O)N1[C@H](C[C@@H](C1)CC=1C=C(C=CC1)C1=CC=CC=C1)C(N[C@H](C(=O)NCC=1C(=NC(=CC1)N)C)C)=O